C(C)(C)(C)OC(N(CC)[C@H]1[C@H]([C@@H](CCC1)SCC1=C(C=C(C=C1C)C)C)O[Si](C)(C)C(C)(C)C)=O [(1R,2R,3R)-2-(tert-butyl-dimethyl-silanyloxy)-3-(2,4,6-trimethyl-benzylsulfanyl)-cyclohexyl]-ethyl-carbamic acid tert-butyl ester